FC=1C=C2C(=NC1)N(N=C2C2=NC(=C(C(=N2)N)N)N)CC2=C(C=CC=C2)F 2-[5-fluoro-1-(2-fluorobenzyl)-1H-pyrazolo[3,4-b]pyridin-3-yl]pyrimidin-4,5,6-triamine